FC(C1=CC=C(C=C1)N1CC2N(C3=CC=CC=C13)CCN(C2)CC(=O)OC(C)(C)C)(F)F tert-butyl 2-(6-(4-(trifluoromethyl)phenyl)-1,2,4,4a,5,6-hexahydro-3H-pyrazino[1,2-a]quinoxalin-3-yl)acetate